C1(CCCCC1)S(=O)(=O)NCCCCCCCCCCCCCCCC(=O)OC Methyl 16-(cyclohexanesulfonamido)hexadecanoate